C1(CCCCC1)C1C(C1)NC(=O)NCC1=CC(=NC=C1)N1C=NC=C1 1-(2-cyclohexylcyclopropyl)-3-[(2-imidazol-1-ylpyridin-4-yl)methyl]urea